NC1CC(N(C1)C1=CC=C(C=C1)S(=O)(=O)N1CCN(CC1)C1=NC(=CC(=C1)C(C=1C=NC=NC1)(F)F)Cl)=O 4-Amino-1-[4-[4-[6-chloro-4-[difluoro(pyrimidin-5-yl)methyl]-2-pyridyl]piperazin-1-yl]sulfonylphenyl]pyrrolidin-2-one